O.C(=O)(O)C1=NNC(=C1)C(=O)O 3,5-dicarboxypyrazole monohydrate